COC1=C(CNC(=O)C2(CCOCC2)N(C(C#C[Si](C(C)C)(C(C)C)C(C)C)=O)C2=CC=C(C=C2)CO)C=CC(=C1)OC N-(2,4-dimethoxybenzyl)-4-(N-(4-(hydroxymethyl)phenyl)-3-(triisopropylsilyl)-propiolamido)tetrahydro-2H-pyran-4-carboxamide